C1(CCCC1)N(C(OCC1=C(SC(=C1)Cl)C1=CC=C(C=C1)O)=O)C (5-chloro-2-(4-hydroxyphenyl)thiophen-3-yl)methyl cyclopentyl(methyl)carbamate